3-(5-(4-((isopentyl(methyl)amino)methyl)pyridin-2-yl)-1-oxoisoindolin-2-yl)piperidine-2,6-dione C(CC(C)C)N(C)CC1=CC(=NC=C1)C=1C=C2CN(C(C2=CC1)=O)C1C(NC(CC1)=O)=O